C(C)(C)(C)OC(=O)N1CCC(=CC1)C=1C=C(C=2N(N1)C(=NC2)C)C2=C(C=C(C=C2)F)C(N(C(C)C)CC)=O 4-(4-{2-[ethyl(isopropyl)carbamoyl]-4-fluorophenyl}-7-methylimidazo[1,5-b]pyridazin-2-yl)-1,2,3,6-tetrahydropyridine-1-carboxylic acid tert-butyl ester